COC(=O)C1=NC(=C(C=C1[N+](=O)[O-])C(F)(F)F)N1[C@@H](COCC1)CC=C 6-[(3R)-3-allyl-morpholin-4-yl]-3-nitro-5-(trifluoromethyl)pyridine-2-carboxylic acid methyl ester